C1(=CC=CC=C1)[C@H]1CC[C@H](CC1)OC[C@@H]1N(CCC[C@@H]1C1=NNC=C1)C(=O)OCC=1OC(=CN1)C (5-methyloxazol-2-yl)methyl (CIS)-2-((((CIS)-4-phenylcyclohexyl)oxy)methyl)-3-(1H-pyrazol-3-yl)piperidine-1-carboxylate